ClC1=C(C=C(C=C1)C1=CC(=CC=C1)COC=1C=C2CN(C(C2=CC1)=O)C1CCCC1)C(=O)OC1[C@@H]([C@H]([C@@H]([C@H](O1)C(=O)OCC=C)O)O)O Allyl (2S,3S,4S,5R)-6-((4-chloro-3'-(((2-cyclopentyl-1-oxoisoindolin-5-yl)oxy)methyl)-[1,1'-biphenyl]-3-carbonyl)oxy)-3,4,5-trihydroxytetrahydro-2H-pyran-2-carboxylate